7-methoxy-1-propyl-1,2,3,4,4a,5,10,10a-octahydrobenzo[g]quinolin-6-ol COC1=CC=C2C(CC3CCCN(C3C2)CCC)=C1O